ClC=1C=C(C#N)C=C(C1)OC1=C(N=CN(C1=O)CC=1N=NC(=CC1)OC)C(F)(F)F 3-chloro-5-((1-((6-methoxypyridazin-3-yl)methyl)-6-oxo-4-(trifluoromethyl)-1,6-dihydropyrimidin-5-yl)oxy)benzonitrile